O=C1NC(CCC1N1C(C2=C(C=C(C(=C2C1=O)F)N1C(C(N(C(C1([2H])[2H])([2H])[2H])CC1CCN(CC1)CCOC1=CC=C(C=C1)C(=C(CC)C1=CC=CC=C1)C1=CC=CC=C1)([2H])[2H])([2H])[2H])F)=O)=O 2-(2,6-dioxopiperidin-3-yl)-5-(4-((1-(2-(4-(1,2-diphenylbut-1-en-1-yl)phenoxy)ethyl)piperidin-4-yl)methyl)piperazin-1-yl-2,2,3,3,5,5,6,6-d8)-4,7-difluoroisoindoline-1,3-dione